4-(1-acetyl-5-phenyl-1H-pyrazole-3-carbonyl)-N-(2-chlorophenyl)piperazine-1-carboxamide C(C)(=O)N1N=C(C=C1C1=CC=CC=C1)C(=O)N1CCN(CC1)C(=O)NC1=C(C=CC=C1)Cl